(2'-amino-[4,5'-bipyrimidin]-2-yl)(1-methyl-1H-pyrazol-4-yl) carbamate C(N)(OC=1C(=NN(C1)C)C1=NC=CC(=N1)C=1C=NC(=NC1)N)=O